4-(4-amino-2-fluorophenoxy)-6-methoxyquinazolin-7-ol NC1=CC(=C(OC2=NC=NC3=CC(=C(C=C23)OC)O)C=C1)F